1-[5-(2,3-dichlorophenyl)-6-methyl-[1,2,4]triazolo[4,3-a]pyrazin-8-yl]-4-methyl-piperidin-4-amine ClC1=C(C=CC=C1Cl)C1=C(N=C(C=2N1C=NN2)N2CCC(CC2)(N)C)C